C(C)(=O)N1C(C(C2=CC=CC=C12)=O)=CC1=NC2=CC=C(C=C2C(=C1)N1CCC(CC1)C#N)C(=O)N1CCOCC1 1-(2-((1-acetyl-3-oxoindolin-2-ylidene)methyl)-6-(morpholine-4-carbonyl)quinolin-4-yl)piperidine-4-carbonitrile